4-(3,5-dicarboxyphenyl)phenol C(=O)(O)C=1C=C(C=C(C1)C(=O)O)C1=CC=C(C=C1)O